CCC(C)CCCCCCCCCCCCCCC(=O)O The molecule is a methyl-branched fatty acid that is octadecanoic acid substituted by a methyl group at position 16. It has a role as an animal metabolite. It is a branched-chain saturated fatty acid, a long-chain fatty acid and a methyl-branched fatty acid. It derives from an octadecanoic acid.